S1C=2C(CC1=O)=CC=1SC(CC1C2)=O 3,7-Dihydrobenzo[1,2-b:4,5-b']dithiophene-2,6-dione